(S)-6-(1-amino-1,3-dihydrospiro[indene-2,4'-piperidine]-1'-yl)-3-(1-(3-chloro-5-hydroxypyridin-4-yl)vinyl)-1H-pyrazole N[C@@H]1C2=CC=CC=C2CC12CCN(CC2)C2=C(C(=C(C=N2)Cl)C(=C)C2=NNC=C2)O